6-(1-bromoethyl)-5-methylquinoline BrC(C)C=1C(=C2C=CC=NC2=CC1)C